CC=1C=CC(=NC1)NC1=C(C=CC=C1)N(C=O)CCC N-(2-((5-methylpyridin-2-yl)amino)phenyl)-N-propylformamide